FC1(CCN(CC1)C(CCCCCCSC1=C2CN(C(C2=CC(=C1)F)=O)C1C(NC(CC1)=O)=O)=O)F 3-(4-((7-(4,4-difluoropiperidin-1-yl)-7-oxoheptyl)thio)-6-fluoro-1-oxoisoindolin-2-yl)piperidine-2,6-dione